NCCCCN(C1=C2CN(C(C2=CC=C1)=O)C1C(NC(CC1)=O)=O)CC\C=C\C (E)-3-(4-((4-aminobutyl)(pent-3-en-1-yl)amino)-1-oxoisoindolin-2-yl)piperidine-2,6-dione